azoisobutyronitrile CC(C)(C#N)N=NC(C)(C)C#N